C(C1=CC=CC=C1)OC(=O)N[C@@H]1CN(CCCC1=O)C(=O)OCC1=CC=CC=C1 benzyl (R)-3-(((benzyloxy)carbonyl)amino)-4-oxoazepane-1-carboxylate